2-((1-(2-fluoro-4-(1-(tetrahydro-2H-pyran-2-yl)-1H-pyrazol-4-yl)phenyl)piperidin-4-yl)methyl)hexahydrocyclopenta[c]pyrrol-1(2H)-one FC1=C(C=CC(=C1)C=1C=NN(C1)C1OCCCC1)N1CCC(CC1)CN1C(C2C(C1)CCC2)=O